C(CCCCCCCCCCCCCCCCCCC)(=O)OCCC(CCCCCCCC)CCCCCC 3-hexylundecyl icosanoate